(1-cyclopropyl-1H-pyrazol-3-yl)-5-methyl-2-(1-methyl-1H-imidazol-2-yl)pyrrolo[2,1-f][1,2,4]triazin-4-ol C1(CC1)N1N=C(C=C1)C=1C(=C2C(=NC(=NN2C1)C=1N(C=CN1)C)O)C